C(C)(C)(C)OC(=O)NC1=CC=C(C=N1)C=1SC=C(N1)C(=O)O 2-(6-((Tert-butoxycarbonyl)amino)pyridine-3-yl)thiazole-4-carboxylic acid